methyl 1-methyl-4-(6-methyl-5-(methylsulfonamido) pyridin-2-yl)-1H-1,2,3-triazole-5-carboxylate CN1N=NC(=C1C(=O)OC)C1=NC(=C(C=C1)NS(=O)(=O)C)C